FC1=C(COC=2C=C3C(=CC(=NC3=CC2)C(=O)N2CCC(CC2)(C#N)C2=CC=CC=C2)C(=O)N2CCCCC2)C=CC(=C1)F 1-(6-((2,4-difluorobenzyl)-oxy)-4-(piperidine-1-carbonyl)quinoline-2-carbonyl)-4-phenylpiperidine-4-carbonitrile